C1=C(C=CC=2SC3=C(C21)C=CC=C3)O Dibenzo[b,d]thiophen-2-ol